CN1N=C2C=CC=C(C2=C1)C1=NN(C2=C(C=C(C=C12)C)C)C=1C=CC(=NC1)N1CCC(CC1)C(=O)O 1-(5-{2',5,7-trimethyl-1H,2'H-[3,4'-biindazol]-1-yl}pyridin-2-yl)piperidine-4-carboxylic acid